C(C=C)(=O)NC=1C=C(C=CC1)C=1C=C(C=C2C=NC=NC12)C1=CC=C(C(=O)NC2=NC=CC(=C2)C2CC2)C=C1 4-(8-(3-acrylamidophenyl)quinazolin-6-yl)-N-(4-cyclopropylpyridin-2-yl)benzamide